alanine thioester CC(C(=O)OS)N